ClCOC(=O)OCCC(=O)OC(C)(C)C tert-Butyl 3-{[(chloromethoxy)carbonyl]oxy}propanoate